4-((2S,5R)-5-ethyl-2-methyl-4-(1-(4-(trifluoromethoxy)phenyl)propyl)piperazin-1-yl)-1-methyl-2-oxo-1,2-dihydropyrido[3,2-d]pyrimidine-6-carbonitrile C(C)[C@H]1N(C[C@@H](N(C1)C=1C2=C(N(C(N1)=O)C)C=CC(=N2)C#N)C)C(CC)C2=CC=C(C=C2)OC(F)(F)F